FC1(C(CNC1)NC1=C(C=NC2=CC=C(C=C12)F)[N+](=O)[O-])F N-(4,4-difluoropyrrolidin-3-yl)-6-fluoro-3-nitroquinolin-4-amine